methyl 1-(2-hydroxyethyl)-6-oxo-1,6-dihydropyridine-3-carboxylate OCCN1C=C(C=CC1=O)C(=O)OC